Methyl 2-(4-(6-((4-cyano-2-fluorobenzyl)oxy)pyridin-2-yl)-2,3,6-trifluorophenyl)acetate C(#N)C1=CC(=C(COC2=CC=CC(=N2)C2=C(C(=C(C(=C2)F)CC(=O)OC)F)F)C=C1)F